C1N=CC2C3C=CC(C12)O3 3a,4,7,7a-tetrahydro-1H-4,7-epoxyisoindole